2-cyclobutyl-N-(3-(methylsulfonamido)phenyl)benzamide C1(CCC1)C1=C(C(=O)NC2=CC(=CC=C2)NS(=O)(=O)C)C=CC=C1